(3R,4R)-3-(dimethylamino)tetrahydro-2H-pyran-4-ol CN([C@@H]1COCC[C@H]1O)C